N,N,N-trimethyl-1-adamantylaminoammonium hydroxide [OH-].C[N+](C)(C)NC12CC3CC(CC(C1)C3)C2